6-(8-chloro-4-(2-(oxetan-3-yl)ethyl)-5,6-dihydro-4H-[1,4]oxazepino[5,6,7-de]quinazolin-9-yl)-methyl-5-(trifluoromethyl)pyridin-2-amine ClC1=C2C=3C(=NC=NC3C=C1C1=C(C=C(C(=N1)N)C)C(F)(F)F)N(CCO2)CCC2COC2